5-((5-benzhydryl-hexahydropyrrolo[3,4-c]pyrrol-2(1H)-yl)methyl)-2-(2,6-dioxopiperidin-3-yl)isoindoline-1,3-dione C(C1=CC=CC=C1)(C1=CC=CC=C1)N1CC2C(C1)CN(C2)CC=2C=C1C(N(C(C1=CC2)=O)C2C(NC(CC2)=O)=O)=O